[N+](=O)([O-])C=1C=C(C=CC1)S(=O)(=O)NC=1C=C(C=CC1)C=1N=C(SC1)NC(C)=O N-(4-(3-(3-nitrophenylsulfonylamino)phenyl)thiazol-2-yl)acetamide